C1(CCCC1)C1=CC(=NN1)N(C1=NC(=NC=C1)N(C1CCC(CC1)CC(=O)OC)C)C methyl 2-(4-((4-((5-cyclopentyl-1H-pyrazol-3-yl)(methyl)amino)pyrimidin-2-yl)(methyl)amino)cyclohexyl)acetate